2-phenyl-1-(m-tolyl)-1,2,3,4-tetrahydroisoquinoline C1(=CC=CC=C1)N1C(C2=CC=CC=C2CC1)C=1C=C(C=CC1)C